C1(=CC=C(C=C1)NC(C(F)F)=O)C1=CC=CC=C1 N-([1,1'-Biphenyl]-4-yl)-2,2-difluoroacetamide